CN(/C=C/C(=O)C1(CC1)S(=O)(=O)C)C (E)-3-(dimethylamino)-1-(1-methanesulfonylcyclopropyl)prop-2-en-1-one